tert-butyl (1R,3S,4S,5R)-3-(hydroxymethyl)-5-methyl-2-azabicyclo[3.1.0]hexane-2-carboxylate OC[C@H]1N([C@@H]2C[C@@]2(C1)C)C(=O)OC(C)(C)C